2-Fluoro-4-(methylsulfonyl)benzaldehyde FC1=C(C=O)C=CC(=C1)S(=O)(=O)C